(S)-2-((4-(6-((3-Fluoro-1-methyl-1H-indazol-6-yl)methoxy)pyridin-2-yl)piperidine-1-yl)methyl)-1-(oxetan-2-ylmethyl)-1H-benzo[d]imidazole-6-carboxylate FC1=NN(C2=CC(=CC=C12)COC1=CC=CC(=N1)C1CCN(CC1)CC1=NC2=C(N1C[C@H]1OCC1)C=C(C=C2)C(=O)[O-])C